2-methoxy-4-(6-(4-octanamidothiophen-2-yl)pyrazin-2-yl)-N-(1H-tetrazol-5-yl)benzamide COC1=C(C(=O)NC2=NN=NN2)C=CC(=C1)C1=NC(=CN=C1)C=1SC=C(C1)NC(CCCCCCC)=O